ClC=1C(=C(C=CC1F)NC1=NC=NC2=CC(=CC(=C12)O[C@@H](C)C1=NC=CC=N1)C=1C=NNC1)F (S)-N-(3-chloro-2,4-difluorophenyl)-7-(1H-pyrazol-4-yl)-5-(1-(pyrimidin-2-yl)ethoxy)quinazolin-4-amine